7,8-dichloro-10-(3-hydroxypropoxy)-3,4,5,6-tetrahydroazepino[4,5-b]indol-2(1H)-one ClC1=C(C=C(C=2C3=C(NC12)CCNC(C3)=O)OCCCO)Cl